(8S,11R,13S,14S,17R)-17-acetoxy-17-acetyl-13-methyl-3-oxo-2,3,6,7,8,11,12,13,14,15,16,17-dodecahydro-1H-cyclopenta[a]phenanthren C(C)(=O)O[C@@]1(CC[C@H]2[C@@H]3CCC4=CC(CCC4=C3CC[C@]12C)=O)C(C)=O